COC=1C=C2C(=NC(=NC2=CC1OC)C)NC(C)C=1N=C(SC1)C 6,7-dimethoxy-2-methyl-N-[1-(2-methyl-1,3-thiazol-4-yl)ethyl]quinazolin-4-amine